FC(OC=1C=C2CCCC(C2=CC1)=O)(F)F 6-(trifluoromethoxy)-3,4-diHydronaphthalene-1(2H)-one